NC1(CCC(C1)CO)O amino-4-(hydroxymethyl)cyclopentan-1-ol